tert-amyl peroxyneodecanoate C(CCCCCC(C)(C)C)(=O)OOC(C)(C)CC